BrC=1SC=2C(N[C@@H](CN3CC(OC1C23)(F)F)C)=O (10R)-3-bromo-6,6-difluoro-10-methyl-5-oxa-2-thia-8,11-diazatricyclo[6.4.1.04,13]trideca-1(13),3-dien-12-one